C(C)(C)(C)C1(CC=CC(=C1O)C(C)(C)C)CN(C)C 2,6-di-tert-butyl-alpha-dimethylamino-cresol